FC12CC(C1)(C2)N2C(C(N(C=C2)CC=2N=NC(=CC2)C2=CN=CS2)=O)=O 1-(3-fluorobicyclo[1.1.1]pentan-1-yl)-4-((6-(thiazol-5-yl)pyridazin-3-yl)methyl)-1,4-dihydropyrazine-2,3-dione